COC1=C(C=CC=C1)C1N(C(C2=CC=CC=C2C1)=O)C1=CC=CC=C1 3-(2-methoxyphenyl)-2-phenyl-3,4-dihydro-isoquinolin-1(2H)-one